(R)-3-(6-ethynyl-3-methylpyridazin-4-yl)-10-methyl-9,10,11,12-tetrahydro-8H-[1,4]diazepino[5',6':4,5]thieno[3,2-f]quinolin-8-one C(#C)C1=CC(=C(N=N1)C)C1=NC=2C=CC3=C(C2C=C1)C1=C(S3)C(N[C@@H](CN1)C)=O